CN[C@@H](CCC(N(C)C)=O)C(=O)O N2,N5,N5-trimethyl-L-glutamine